C1(CC1)S(=O)(=O)NC1=CC(=C(C=C1)C1=NN=C(O1)C1=CC(=NC=C1)N1CC(CCC1)C(=O)O)N1CCC(CC1)(C)CNC1CC1 1-(4-(5-(4-(cyclopropanesulfonamido)-2-(4-((cyclopropylamino)methyl)-4-methylpiperidin-1-yl)phenyl)-1,3,4-oxadiazol-2-yl)pyridin-2-yl)piperidine-3-carboxylic acid